C1(CC1)CN(C(C1=CC(=CC(=C1)C(F)(F)F)C(F)(F)F)=O)C(C)C=1C=NC(=CC1C1=NC=CC=N1)C(F)(F)F N-(cyclopropylmethyl)-N-[1-[4-pyrimidin-2-yl-6-(trifluoromethyl)-3-pyridinyl]ethyl]-3,5-bis(trifluoromethyl)benzamide